tert-butyl (10S)-4-((4-((6-ethylpyridin-3-yl)oxy)-3-methylphenyl)amino)-7,8,10,11-tetrahydro-9H-6,10-methanopyrimido[4',5':5,6]pyrido[3,2-b][1,4,7]oxadiazonine-9-carboxylate C(C)C1=CC=C(C=N1)OC1=C(C=C(C=C1)NC1=NC=NC2=CC=3OC[C@H]4N(CCN(C3N=C21)C4)C(=O)OC(C)(C)C)C